C(C)OC=1C=C(C=CC1OC)[C@@H](CS(=O)(=O)C)N1C(C2=C(C1)C(=CS2)NC(=O)C2CC2)=O (S)-N-(5-(1-(3-ethoxy-4-methoxyphenyl)-2-(methylsulfonyl)ethyl)-6-oxo-5,6-dihydro-4H-thieno[2,3-c]pyrrol-3-yl)cyclopropanecarboxamide